5-(3-isopropyl-2-methyl-3H-imidazo[4,5-b]pyridin-5-yl)-N-(cis-3-methoxycyclobutyl)-7H-pyrrolo[2,3-d]pyrimidin-2-amine C(C)(C)N1C(=NC=2C1=NC(=CC2)C2=CNC=1N=C(N=CC12)N[C@@H]1C[C@@H](C1)OC)C